4-methyl-1-bromomethylnaphthalene CC1=CC=C(C2=CC=CC=C12)CBr